2,6-dichlorophenoxyphenylboronic acid ClC1=C(OC2=C(C=CC=C2)B(O)O)C(=CC=C1)Cl